(3-chloro-6-methoxypyridin-2-yl)(5-{[2-(4-isopropylphenyl)imidazo[1,2-a]pyrimidin-3-yl]methyl}-3,8-diazabicyclo[3.2.1]oct-8-yl)methanone ClC=1C(=NC(=CC1)OC)C(=O)N1C2CNCC1(CC2)CC2=C(N=C1N2C=CC=N1)C1=CC=C(C=C1)C(C)C